C(C=C)(=O)O.C(C(=C)C)(=O)OC methyl methacrylate (acrylate)